7-[(3R,5S)-3,5-dimethylpiperazin-1-yl]-2-(4-methoxyphenyl)-4H-pyrido[1,2-a]pyrimidin C[C@@H]1CN(C[C@@H](N1)C)C=1C=CC=2N(CC=C(N2)C2=CC=C(C=C2)OC)C1